(3R,3aR,4R,5R,7S,9R,9aR,12R)-3-methoxy-4,7,9,12-tetramethyl-8-oxo-7-vinyldecahydro-4,9a-propanocyclopenta[8]annulen-5-ylcarbonochloridate CO[C@@H]1CC[C@@]23[C@H](C([C@@](C[C@H]([C@@]([C@@H]21)([C@@H](CC3)C)C)OC(=O)Cl)(C=C)C)=O)C